NC(CCNC(=O)C=1NC=C(C1)NC(=O)C=1NC=C(C1)NC(C1=CC=C(C=C1)\C=C\C=1C=NC2=CC=CC=C2C1)=O)=N (E)-N-(3-amino-3-iminopropyl)-4-(4-(4-(2-(quinolin-3-yl)vinyl)benzamido)-1H-pyrrole-2-carboxamido)-1H-pyrrole-2-carboxamide